N-(4-bromobenzyl)pyridin-2-amine BrC1=CC=C(CNC2=NC=CC=C2)C=C1